C1(CCC(CC1)CN)CN 4-cyclohexanedimethanamine